((tert-butyldiphenylsilyl)oxy)propionic acid [Si](C1=CC=CC=C1)(C1=CC=CC=C1)(C(C)(C)C)OC(C(=O)O)C